(1r,4r)-4-(ethylamino)-cyclohexan-1-ol C(C)NC1CCC(CC1)O